[N+](#[C-])C=1C=C2C=CC=NC2=CC1 6-ISOCYANOQUINOLINE